C(C)(=O)N1CCOC2=C1C=CC=C2CN2C[C@@H](N(C[C@H]2C)C2=CC(N(C=1C=CC(=NC21)C#N)C)=O)C 8-[(2s,5r)-4-[(4-acetyl-3,4-dihydro-2H-1,4-benzoxazin-8-yl)methyl]-2,5-dimethylpiperazin-1-yl]-5-methyl-6-oxo-5,6-dihydro-1,5-naphthyridine-2-carbonitrile